(5-(5-(2-isobutyramidoimidazo[1,2-a]pyridin-5-yl)-2-methoxyphenyl)furan-2-yl)phosphonic acid C(C(C)C)(=O)NC=1N=C2N(C(=CC=C2)C=2C=CC(=C(C2)C2=CC=C(O2)P(O)(O)=O)OC)C1